perfluorooxetane FC1(OC(C1(F)F)(F)F)F